OC[C@@H](CC(C)C)NC1=NC(=NC(=N1)C[C@@H](C)C=1C=NC(=CC1C)OC)NS(=O)(=O)C |o1:15| N-(4-(((R)-1-hydroxy-4-methylpentan-2-yl)amino)-6-((R*)-2-(6-methoxy-4-methylpyridin-3-yl)propyl)-1,3,5-triazin-2-yl)methanesulfonamide